ethyl (R)-1-(3-((2-methyl-1-(4-methylpiperazin-1-yl)-1-oxopropan-2-yl)oxy)phenyl)piperidine-3-carboxylate CC(C(=O)N1CCN(CC1)C)(C)OC=1C=C(C=CC1)N1C[C@@H](CCC1)C(=O)OCC